C(C)(C)(C)OC(=O)N1CC(C1)C=O.C1(CC1)NCCC1CN(C1)C=1N=CC(=NC1)C(=O)NC1=CC2=CN(N=C2C(=C1)F)C 5-(3-(2-(cyclopropylamino)ethyl)azetidin-1-yl)-N-(7-fluoro-2-methyl-2H-indazol-5-yl)pyrazine-2-carboxamide tert-Butyl-3-formylazetidine-1-carboxylate